COC=1C=C(C=C2C=NC(=NC12)NC1CN(CCC1)C(=O)OC(C)(C)C)B1OC(C(O1)(C)C)(C)C tert-butyl 3-{[8-methoxy-6-(4,4,5,5-tetramethyl-1,3,2-dioxaborolan-2-yl)quinazolin-2-yl]amino}piperidine-1-carboxylate